C[C@H]1CN(CCN1C)C=1C=CC2=C(C1C)OC(C=1CN(CCC12)C(=O)C1=CC(=C(C=C1)NS(=O)(=O)C)OC(F)(F)F)=O (S)-N-(4-(8-(3,4-dimethylpiperazin-1-yl)-7-methyl-5-oxo-1,3,4,5-tetrahydro-2H-chromeno[3,4-c]pyridine-3-carbonyl)-2-(trifluoromethoxy)phenyl)methanesulfonamide